(2S,3S)-2-((((9H-fluoren-9-yl)methoxy)carbonyl)amino)-3-(1H-indol-3-yl)butanoic acid C1=CC=CC=2C3=CC=CC=C3C(C12)COC(=O)N[C@H](C(=O)O)[C@@H](C)C1=CNC2=CC=CC=C12